ClC=1C(=NC=NC1Cl)NC1=CC2=C(N(C(N2CCC(C)(C)O)=O)C)C=C1 5-((5,6-Dichloropyrimidin-4-yl)amino)-3-(3-hydroxy-3-methylbutyl)-1-methyl-1,3-dihydro-2H-benzo[d]imidazol-2-one